CC1=CC=CC(=N1)C(=N)N 6-methylpyridinecarboxamidine